(4-Chloro-3-fluorophenyl)(3-(3-cyclopropyl-1,2,4-thiadiazol-5-yl)-8-(2-methoxyethyl)-5,6-dihydro-[1,2,4]triazolo[4,3-a]pyrazin-7(8H)-yl)methanone ClC1=C(C=C(C=C1)C(=O)N1C(C=2N(CC1)C(=NN2)C2=NC(=NS2)C2CC2)CCOC)F